CN(CCCCO)C(C)(C#C)C 4-(methyl(2-methylbut-3-yn-2-yl)amino)butan-1-ol